4-Bromo-3-(2-chloro-5-fluorophenyl)-9-fluoro-2-(4-methoxybenzyl)-2,3-dihydro-1H-pyrrolo[3,4-f]isoquinoline BrC1=C2C(=C3C(=CN=CC3=C1)F)CN(C2C2=C(C=CC(=C2)F)Cl)CC2=CC=C(C=C2)OC